C(CCCCCCC=CCCCCCC)C=1C=CC=C(C1C(=O)O)O 6-(8-pentadecenyl)-salicylic acid